C(CCCCCCCCCCCCCCCCC)OC1=C(C=C(C=C1)N)N octadecyloxy-2,4-diaminobenzene